CN(C1CC2=CC=C(C=C2C1)N)C N,N-dimethyl-2,3-dihydro-1H-indene-2,5-diamine